((2-(((3S,6S,9R,10aR)-3-(3-(4-fluoropyridin-3-yl)azetidine-1-carbonyl)-9-methyl-5-oxodecahydropyrrolo[1,2-a]azocin-6-yl)carbamoyl)benzo[b]thiophen-5-yl)methyl)phosphonic acid FC1=C(C=NC=C1)C1CN(C1)C(=O)[C@@H]1CC[C@H]2N1C([C@H](CC[C@H](C2)C)NC(=O)C2=CC1=C(S2)C=CC(=C1)CP(O)(O)=O)=O